(R)-1-(4-chlorophenyl)ethane-1,2-diol ClC1=CC=C(C=C1)[C@H](CO)O